Naphthyl-amide C1(=CC=CC2=CC=CC=C12)[NH-]